(2R,3R,4R)-2-(3-Chlorophenyl)-4-{2-[(cyclopropylmethyl)amino]ethyl}-2,3,4,9-tetrahydro-1H-carbazol-3-amine ClC=1C=C(C=CC1)[C@H]1CC=2NC3=CC=CC=C3C2[C@H]([C@@H]1N)CCNCC1CC1